O\N=C\1/CS(C2(C1)CCN(CC2)C(=O)OC(C)(C)C)(=O)=O tert-butyl (3Z)-3-hydroxyimino-1,1-dioxo-1-thia-8-azaspiro[4.5]decane-8-carboxylate